C(C)(C)C1=C(C(=CC=C1)C(C)C)NC(=O)NS(=O)(=O)C1=CC2=C(O1)CCCCC2(C)O N-((2,6-diisopropylphenyl)carbamoyl)-4-hydroxy-4-methyl-5,6,7,8-tetrahydro-4H-cyclohepta[b]furan-2-sulfonamide